diphospho-D-mannose [2H]OP(=O)(O[C@H](C=O)[C@H]([C@@H]([C@@H](CO)O)O)O)OP(=O)(O)O